(S)-N-(3-((1-(6-(2-(4-cyclopropylpyrimidin-5-yl)-4-fluorophenoxy)-1,2,4-triazine-5-yl)pyrrolidin-3-yl)methyl)-3-azaspiro[5.5]undecane-9-yl)isoxazole-3-carboxamide C1(CC1)C1=NC=NC=C1C1=C(OC2=C(N=CN=N2)N2C[C@@H](CC2)CN2CCC3(CC2)CCC(CC3)NC(=O)C3=NOC=C3)C=CC(=C1)F